[Cl-].[Cl-].ClC1=CC=C(C=C1)C(=[Zr+2](C1=C(C(=CC=2C3=CC(=C(C=C3CC12)C1=CC=CC=C1)C(C)(C)C)C(C)(C)C)C1=CC=CC=C1)C1C=CC=C1)C1=CC=C(C=C1)Cl di(p-chlorophenyl)methylene(cyclopentadienyl)(2,7-diphenyl-3,6-di-t-butylfluorenyl)zirconium dichloride